C(C=C)(=O)N[C@H]1CCC2=C(C=3C=CC(C(=CC13)C(=O)OC)=O)C(=C(C(=C2)OC)OC)OC methyl (S)-7-acrylamido-1,2,3-trimethoxy-10-oxo-5,6,7,10-tetrahydrobenzo[a]heptalen-9-carboxylate